tris-sec-butylamino-fluoro-silane C(C)(CC)N[Si](F)(NC(C)CC)NC(C)CC